5-fluorosalicylic acid FC1=CC=C(C(C(=O)O)=C1)O